C(C)(C)(C)OC(=O)N1CCN(CCC1)CC1(CCN(CC1)C1=NC(=CC(=N1)OC1=CC(=CC=C1)F)C(F)(F)F)O 4-({1-[4-(3-fluorophenoxy)-6-(trifluoromethyl)pyrimidin-2-yl]-4-hydroxypiperidin-4-yl}methyl)-1,4-diazacycloheptane-1-carboxylic acid tert-butyl ester